5-((1-(4-(4-(Oxetan-3-yl)piperazin-1-yl)phenyl)-1H-imidazol-4-yl)amino)pyrazine-2-carbonitrile O1CC(C1)N1CCN(CC1)C1=CC=C(C=C1)N1C=NC(=C1)NC=1N=CC(=NC1)C#N